2,4,6-trimethylbenzoyl-vinyl-phenylphosphine oxide CC1=C(C(=O)P(C2=CC=CC=C2)(C=C)=O)C(=CC(=C1)C)C